CC(C)(C)OC(=O)C=1C=C(C=CC1)NS(=O)=O N-[3-[(2-methylpropan-2-yl)oxycarbonyl]phenyl]sulfonamide